C(CCC)[C@@H]1NC(N(C1=O)C1CC2(CC(C2)OC2=NC=CC=C2C(=O)N)C1)=O 2-{[(αR)-6-[(4S)-4-butyl-2,5-dioxoimidazolidin-1-yl]spiro[3.3]heptan-2-yl]oxy}pyridine-3-carboxamide